COC(=O)C=1C2=C(N=C(N1)Cl)C=CN2S(=O)(=O)C2=CC=C(C)C=C2 2-chloro-5-tosyl-5H-pyrrolo[3,2-d]pyrimidine-4-carboxylic acid methyl ester